4-((5-(4-(dimethylamino)phenyl)-1H-pyrazol-3-yl)amino)-3-methylphenol CN(C1=CC=C(C=C1)C1=CC(=NN1)NC1=C(C=C(C=C1)O)C)C